CC(CCCCCC)[AsH2] mono-1-methylheptylarsine